FC=1C=C(OC=2NC3=C(N(C(C(N(C3=O)CCCO[C@H]3OCCCC3)C)=O)C)N2)C=CC1 2-(3-fluorophenoxy)-4,6-dimethyl-7-[3-[(2R)-oxan-2-yloxy]propyl]-1H,4H,5H,6H,7H,8H-imidazo[4,5-e][1,4]diazepine-5,8-dione